3-(4-phenoxyphenyl)-1-(7-azaspiro[3.5]non-2-yl)-1H-pyrazolo[3,4-d]pyrimidin-4-amine O(C1=CC=CC=C1)C1=CC=C(C=C1)C1=NN(C2=NC=NC(=C21)N)C2CC1(C2)CCNCC1